CC12OC3=C(C(NC(N1C=1C=C(C(=O)O)C=CC1)=O)C2)C=CC=C3 3-(2-methyl-4-oxo-5,6-dihydro-2H-2,6-methanobenzo[g][1,3,5]oxadiazocine-3(4H)-yl)benzoic acid